N-((5-chloro-4-fluoro-6-hydroxy-1H-indol-2-yl)methyl)-1-methylcyclopropane-1-carboxamide ClC=1C(=C2C=C(NC2=CC1O)CNC(=O)C1(CC1)C)F